1-Cetyl-pyridinium perfluorooctanesulfonate FC(C(C(C(C(C(C(C(F)(F)F)(F)F)(F)F)(F)F)(F)F)(F)F)(F)F)(S(=O)(=O)[O-])F.C(CCCCCCCCCCCCCCC)[N+]1=CC=CC=C1